5-bromo-1-((2-(trimethylsilyl)ethoxy)methyl)-3-vinyl-1H-pyrrolo[2,3-b]pyridine BrC=1C=C2C(=NC1)N(C=C2C=C)COCC[Si](C)(C)C